isopropyl (S)-6-diazo-2-((S)-2-hydroxy-2-(5-methoxypyridin-3-yl)acetamido)-5-oxohexanoate [N+](=[N-])=CC(CC[C@@H](C(=O)OC(C)C)NC([C@H](C=1C=NC=C(C1)OC)O)=O)=O